3-(5-(hydroxyethyl)pyrimidin-3-yl)imidazole OCCC1=CN(CN=C1)N1C=NC=C1